3-(4-((2-bromoethyl)amino)-1-oxoisoindolin-2-yl)piperidine-2,6-dione BrCCNC1=C2CN(C(C2=CC=C1)=O)C1C(NC(CC1)=O)=O